CN(CCCNC(\C(=C\CCCCC(=O)NO)\COC1=CC=CC2=CC=CC=C12)=O)C (E)-N1-(3-(dimethylamino)propyl)-N8-hydroxy-2-((naphthalen-1-yloxy)methyl)oct-2-enediamide